C(C)OCOC1=C(C=CC(=C1)C#CC)B(O)O (2-(Ethoxymethoxy)-4-(prop-1-yn-1-yl)phenyl)boronic acid